3-chloro-5-(1-hydroxy-3-(3-methyl-4-((4-(methylsulfonyl)phenoxy)methyl)pyrrolidin-1-yl)propan-2-yl)benzonitrile ClC=1C=C(C#N)C=C(C1)C(CO)CN1CC(C(C1)COC1=CC=C(C=C1)S(=O)(=O)C)C